S(=O)(=O)(OCCCCCCCC\C=C/CCCCCCCC)[O-] oleyl sulfate